[Fe].ON1N=NN=C1C1=NN=NN1O 1,1'-dihydroxy-5,5'-bitetrazole iron